6-Methyl-N-[3-(1-methyl-piperidin-3-yl)-5-trifluoromethyl-phenyl]-5-(4-pyridin-3-yl-pyrimidin-2-ylamino)-nicotinamide CC1=NC=C(C(=O)NC2=CC(=CC(=C2)C(F)(F)F)C2CN(CCC2)C)C=C1NC1=NC=CC(=N1)C=1C=NC=CC1